(2,3-Dihydrobenzofuran-4-yl)propan-1-ol methyl-7-(((3-hydroxypropyl)amino)methyl)-5,6,7,8-tetrahydro-1,6-naphthyridine-2-carboxylate CC=1C(=NC=2CC(NCC2C1)CNCCCO)C(=O)OC(CC)C1=CC=CC2=C1CCO2